2-(2-methoxyethoxy)-5-((2-(1-(2,2,2-trifluoroethyl)-1H-pyrazol-5-yl)pyridin-3-yl)methoxy)isonicotinaldehyde COCCOC=1C=C(C=O)C(=CN1)OCC=1C(=NC=CC1)C1=CC=NN1CC(F)(F)F